N1C(=NC2=C1C=CC=C2)C2=CC=CC(=N2)N2CCC(CC2)N2C(C=CC=C2NC2=CC=CC=C2)C(=O)N 1-(1-(6-(1H-benzo[d]imidazol-2-yl)pyridinyl)piperidin-4-yl)-6-(phenylamino)pyridinamide